3,5-dimethylphenyl-oxyphosphorus CC=1C=C(C=C(C1)C)O[P]